1-(5-(((1R,5S)-8-isobutyl-8-azabicyclo[3.2.1]octan-3-yl)methyl)pyrazolo[1,5-a]pyridin-3-yl)dihydropyrimidine-2,4(1H,3H)-dione C(C(C)C)N1[C@H]2CC(C[C@@H]1CC2)CC2=CC=1N(C=C2)N=CC1N1C(NC(CC1)=O)=O